3-(3-(6-((1,7-dimethyl-1H-indazol-6-yl)methyl)-2-azaspiro[3.3]heptan-2-yl)propyl)-5-fluoropyrimidin-4(3H)-one CN1N=CC2=CC=C(C(=C12)C)CC1CC2(CN(C2)CCCN2C=NC=C(C2=O)F)C1